C(C)(C)(C)OOC(C1=CC=CC=C1)=O t-butyl-peroxy-benzoate